P(OC(C)C1=NC=CC=C1)([O-])([O-])=S 1-(Pyridin-2-yl)ethyl Phosphorothioate